FC1=C(OC2=CC(=C(C=C2)NC(OCC=2C(=C3C(N(CC3=CC2)C2C(NC(CC2)=O)=O)=O)OC)=O)C)C=CC(=C1)F [2-(2,6-dioxopiperidin-3-yl)-4-methoxy-3-oxo-2,3-dihydro-1H-isoindol-5-yl]methyl N-[4-(2,4-difluorophenoxy)-2-methylphenyl]carbamate